1-methyl-4-thio-pseudouridine tin [Sn].CN1C=C([C@H]2[C@H](O)[C@H](O)[C@@H](CO)O2)C(NC1=O)=S